bromo-3-(methoxymethyl)-2,3-dihydro-[1,4]dioxino[2,3-b]pyridine BrC1OC=2C(=NC=CC2)OC1COC